COC=1C=C(C[C@@H]2[C@@H]([C@H](OC2)C2=CC(=C(C(=C2)OC)OC)OC)COC(=O)C2=CCCC2)C=CC1OC ((2S,3R,4R)-4-(3,4-dimethoxybenzyl)-2-(3,4,5-trimethoxyphenyl)tetrahydrofuran-3-yl)methylcyclopent-1-enecarboxylate